NC=1C(=NC(=C(N1)F)C1=CC=C(C=C1)N1CCN(CC1)C(C)C)C=1C=C2C=C(NC(C2=CC1F)=O)C 6-(3-amino-5-fluoro-6-(4-(4-isopropylpiperazin-1-yl)phenyl)pyrazin-2-yl)-7-fluoro-3-methylisoquinolin-1(2H)-one